1,11-dibromoundecane-6-one BrCCCCCC(CCCCCBr)=O